4-methyl-5-phenylisothiazol-3(2H)-one-1,1-dioxide CC=1C(NS(C1C1=CC=CC=C1)(=O)=O)=O